C(#N)C1=C2C(C(=NN(C2=CC=C1)C1=CC2=C(OC(C(O2)(F)F)(F)F)C=C1)C(=O)O)=O 5-cyano-4-oxo-1-(2,2,3,3-tetrafluoro-1,4-benzodioxin-6-yl)cinnoline-3-carboxylic acid